3-(fluoromethyl)-2-methyl-aniline FCC=1C(=C(N)C=CC1)C